CC1=C(C(=O)OCC)C=CC(=C1C)OC(C)=O Ethyl 2,3-dimethyl-4-acetoxybenzoate